CNC(=O)C1=CC=C(C=N1)NC(=O)[C@@H]1CC12CCN(CC2)C(=O)OC(C(F)(F)F)C(F)(F)F |r| 1,1,1,3,3,3-Hexafluoropropan-2-yl (±)-1-((6-(methylcarbamoyl)pyridin-3-yl)carbamoyl)-6-azaspiro[2.5]octan-6-carboxylat